(±)-methyl-6-methyl-2-(3-((2-(trifluoromethyl)phenoxy)methyl)pyrrolidin-1-yl)pyrimidine CC1=NC(=NC(=C1)C)N1C[C@@H](CC1)COC1=C(C=CC=C1)C(F)(F)F |r|